ClC1=C2C(=NC(=C1)N1CC3(CN(C3)C(=O)OC(C)(C)C)CC1)C(=CO2)C tert-butyl 6-(7-chloro-3-methylfuro[3,2-b]pyridin-5-yl)-2,6-diazaspiro[3.4]octane-2-carboxylate